BrC1=CC=CC2=C1OC(CO2)CNC(=O)C=2OC(=CN2)CN2CCN(CC2)C 5-(4-methyl-piperazin-1-ylmethyl)-oxazole-2-carboxylic acid (8-bromo-2,3-dihydro-benzo[1,4]dioxin-2-ylmethyl)-amide